N-(3-chlorophenyl)-2-fluoro-5-(2-(methylamino)-8,9-dihydroimidazo[1',2':1,6]pyrido[2,3-d]pyrimidin-6-yl)benzamide ClC=1C=C(C=CC1)NC(C1=C(C=CC(=C1)C1=CC2=C(N=C(N=C2)NC)N2C1=NCC2)F)=O